N1C=CC=2C1=CN=C(C2)NC(=O)NC2=CC=C(C=C2)C 1-(1H-pyrrolo[2,3-c]pyridin-5-yl)-3-(p-tolyl)urea